6-(3,4-diaminophenyl)-3-(2-morpholinoethyl)quinazolin-4(3H)-one NC=1C=C(C=CC1N)C=1C=C2C(N(C=NC2=CC1)CCN1CCOCC1)=O